4-(2-butyloctyl)thiophen C(CCC)C(CC=1C=CSC1)CCCCCC